(6,6-dideuterio-1,4-oxazepan-4-yl)-[3-[(5-fluoro-2-pyridyl)amino]-1-(2,2,2-trifluoroethyl)pyrazolo[4,3-c]pyridin-6-yl]methanone [2H]C1(CN(CCOC1)C(=O)C1=CC2=C(C=N1)C(=NN2CC(F)(F)F)NC2=NC=C(C=C2)F)[2H]